8'-chloro-4'-(3-(dimethylamino)azetidin-1-yl)-6'-fluoro-7'-(3-hydroxynaphthalen-1-yl)-5-azaspiro[bicyclo[2.2.1]heptane-2,1'-pyrrolo[2,3-c]quinolin] ClC1=CC=2C3=C(C(=NC2C(=C1C1=CC(=CC2=CC=CC=C12)O)F)N1CC(C1)N(C)C)N=CC31C3CNC(C1)C3